(9,9'-spirobifluorene-2-yl)-2-bromodibenzo[b,d]furan C1=C(C=CC=2C3=CC=CC=C3C3(C12)C1=CC=CC=C1C=1C=CC=CC13)C1=C(C=CC=3OC2=C(C31)C=CC=C2)Br